C(=O)C1=C2C(=NC(=C1)C(=O)OC)C=CN2 methyl 7-formyl-1H-pyrrolo[3,2-b]pyridine-5-carboxylate